Cl.NCCCCC1=CC=C(C=C1)C=1SC(=CN1)CNC(=O)C1=CC2=C(S(C3=C(C(N2)=O)C=CC=C3)(=O)=O)C=C1 N-((2-(4-(4-aminobutyl)phenyl)thiazol-5-yl)methyl)-11-oxo-10,11-dihydrodibenzo[b,f][1,4]thiazepine-8-carboxamide 5,5-dioxide hydrochloride salt